ClC=1N=C(C2=C(N1)C(=CC=N2)C)N chloro-8-methylpyrido[3,2-d]pyrimidin-4-amine